6-(1-(tetrahydro-2H-pyran-2-yl)-1H-pyrazole-4-carbonyl)-2-(1-(trifluoromethyl)cyclopropane-1-carbonyl)-2,6-diazaspiro[3.4]octane-8-carboxamide O1C(CCCC1)N1N=CC(=C1)C(=O)N1CC2(CN(C2)C(=O)C2(CC2)C(F)(F)F)C(C1)C(=O)N